ClC=1C=C(C=NC1N1N=CC=N1)NC(C1=CC(=C(C=C1)C1=C2C=CC=NC2=CC=C1)C)=O N-(5-chloro-6-(2H-1,2,3-triazol-2-yl)pyridin-3-yl)-3-methyl-4-(quinolin-5-yl)benzamide